N5-(Methylsulfonyl)-N4-(2,3,5,6-tetrafluoro-3'-(methoxy-d3)-[1,1'-biphenyl]-4-yl)thiazole-4,5-dicarboxamide CS(=O)(=O)NC(=O)C1=C(N=CS1)C(=O)NC1=C(C(=C(C(=C1F)F)C1=CC(=CC=C1)OC([2H])([2H])[2H])F)F